4-amino-N-(1-methyl-1H-pyrazol-4-yl)-N-(2-(trifluoromethyl)-6,7-dihydro-5H-cyclopenta[b]pyridin-5-yl)-[1,2,4]triazolo[4,3-a]quinoxaline-8-carboxamide NC=1C=2N(C3=CC(=CC=C3N1)C(=O)N(C1CCC3=NC(=CC=C31)C(F)(F)F)C=3C=NN(C3)C)C=NN2